[Si](C)(C)(C(C)(C)C)OCC1N(CCN(C1)C1=NC=2CCN(CC2C=C1)C(CC1CCCC1)=O)C(=O)OC(C)(C)C tert-butyl 2-(((tert-butyldimethylsilyl)oxy)methyl)-4-(6-(2-cyclopentylacetyl)-5,6,7,8-tetrahydro-1,6-naphthyridin-2-yl)piperazine-1-carboxylate